1-allyl-3-ethylimidazole chlorine salt [Cl].C(C=C)N1CN(C=C1)CC